C(C)OP1(OC(=C(CC1)[Se]C1=CC=CC=C1)C1=CC=C(C=C1)C(C)=O)=O 1-(4-(2-Ethoxy-2-oxido-5-(phenylselanyl)-3,4-dihydro-1,2-oxaphosphinin-6-yl)phenyl)ethan-1-one